7,7-Dimethyl-8-(phenylamino)-7,8-dihydro-[1,3]dioxolo[4,5-g]quinolin-6(5H)-one CC1(C(NC=2C=C3C(=CC2C1NC1=CC=CC=C1)OCO3)=O)C